[2-(3-fluoro-4-methoxyphenyl)ethyl]dimethylamine FC=1C=C(C=CC1OC)CCN(C)C